FC(C1=NC(=NC(=N1)C(F)(F)F)N1[C@H](C=2NC3=CC=C(C=C3C2CC1)Cl)C[C@@H]1OCCCC1)(F)F (1S)-2-[4,6-bis(trifluoromethyl)-1,3,5-triazin-2-yl]-6-chloro-1-{[(2R)-oxan-2-yl]methyl}-2,3,4,9-tetrahydro-1H-pyrido[3,4-b]indole